C(C)(C)(C)C=1C=C(C=C(C1)C(C)(C)C)O 3,5-di(t-butyl)phenol